heptyl 2,2,2-tribromoacetate BrC(C(=O)OCCCCCCC)(Br)Br